potassium phosphate, monohydrate O.P(=O)([O-])([O-])[O-].[K+].[K+].[K+]